FC=1C=C(CNC=2C(C(C2NCC2=CC=C(C=C2)OC)=O)=O)C=CC1C1=NOC(=N1)C(F)(F)F 3-((3-fluoro-4-(5-(trifluoromethyl)-1,2,4-oxadiazol-3-yl)benzyl)amino)-4-((4-methoxybenzyl)amino)cyclobut-3-ene-1,2-dione